5-bromo-6-chloro-3-methylpyrazin-2-amine BrC=1N=C(C(=NC1Cl)N)C